C(#N)C1=C(C=CC=C1)[C@@H]([C@H](C)C=1N(C(C(=C(N1)C(=O)NC=1C=NOC1)O)=O)C)C1=NN(C=C1C)C 2-((1r,2s)-1-(2-cyanophenyl)-1-(1,4-dimethyl-1H-pyrazol-3-yl)propan-2-yl)-5-hydroxy-N-(isoxazol-4-yl)-1-methyl-6-oxo-1,6-dihydropyrimidine-4-carboxamide